[1-[1-[1-[(4-Methoxyphenyl)methyl]-2,6-dioxo-3-piperidyl]-3-methyl-2-oxo-benzimidazol-4-yl] azetidin-3-yl]methyl methanesulfonate CS(=O)(=O)OCC1CN(C1)C1=CC=CC=2N(C(N(C21)C)=O)C2C(N(C(CC2)=O)CC2=CC=C(C=C2)OC)=O